N1C[C@@H](CC1)NC(OC(C)(C)C)=O Tert-butyl (R)-pyrrolidine-3-ylcarbamate